4-(difluoromethyl)-N-(4-fluoro-5-(4-(morpholinomethyl)thiazol-2-yl)-2-(cis-3,4,5-trimethylpiperazin-1-yl)phenyl)-1-methyl-6-oxo-1,6-dihydropyridine-3-carboxamide FC(C=1C(=CN(C(C1)=O)C)C(=O)NC1=C(C=C(C(=C1)C=1SC=C(N1)CN1CCOCC1)F)N1C[C@H](N([C@H](C1)C)C)C)F